COC(=O)C1=CC=C2C(=CC(=NC2=C1F)C1=CC=CC=C1)OC 8-fluoro-4-methoxy-2-phenylquinoline-7-carboxylic acid methyl ester